(R)-7-(1-(2-Fluoro-6-methylphenyl)piperidin-4-yl)-5-(1,2,3,4-tetrahydronaphthalen-1-yl)pyrido[2,3-b]pyrazin-6(5H)-one FC1=C(C(=CC=C1)C)N1CCC(CC1)C1=CC=2C(=NC=CN2)N(C1=O)[C@@H]1CCCC2=CC=CC=C12